(4-((5-chloro-4-(1-isopropyl-1H-pyrazol-4-yl)pyrimidin-2-yl)amino)-3-methoxyphenyl)(1,1-dioxidothiomorpholino)methanone ClC=1C(=NC(=NC1)NC1=C(C=C(C=C1)C(=O)N1CCS(CC1)(=O)=O)OC)C=1C=NN(C1)C(C)C